7-[3-(3-ethoxy-3-oxopropionyl)azetidin-1-yl]-5-methyl-4-oxo-1-(1,2,4-thiadiazol-5-yl)-1,4-dihydro-1,8-naphthyridine-3-carboxylic acid C(C)OC(CC(=O)C1CN(C1)C1=CC(=C2C(C(=CN(C2=N1)C1=NC=NS1)C(=O)O)=O)C)=O